1-[(2R,4S,5R)-5-{[(tert-butyldimethylsilyl)oxy]methyl}-4-hydroxyoxolan-2-yl]-3H-pyrimidine-2,4-dione [Si](C)(C)(C(C)(C)C)OC[C@@H]1[C@H](C[C@@H](O1)N1C(NC(C=C1)=O)=O)O